C(#N)C(CCCCC)(C#N)C#N TRISCYANOHEXANE